ClC=1C=C(CN2N=C3C4=C(CCC3=C2)OC(=C4C)C(=O)N4CCC(CC4)C(=O)N)C=CC1 1-{[2-(3-chlorobenzyl)-8-methyl-4,5-dihydro-2H-furo[2,3-g]indazol-7-yl]carbonyl}piperidine-4-carboxamide